tetramethylolpropane triacrylate C(C=C)(=O)O.C(C=C)(=O)O.C(C=C)(=O)O.C(O)C(C(CO)(CO)CO)C